C(C1=CC=CC=C1)(=O)OC[C@H]1O[C@H]([C@H]([C@@H]1OC(C1=CC=CC=C1)=O)Cl)N1C(NC(C(=C1)F)=O)=O [(2R,3R,4S,5R)-3-(benzoyloxy)-4-chloro-5-(5-fluoro-2,4-dioxo-3H-pyrimidin-1-yl)oxolan-2-yl]methyl benzoate